BrC1=C(C=C(C=C1)F)C(CC(=O)O)CC(=O)O 3-(2-bromo-5-fluorophenyl)glutaric acid